tert-butyl (1R,5S)-3-(7-chloro-8-fluoro-2-((2-methoxytetrahydro-1H-pyrrolizin-7a(5H)-yl)methoxy)pyrido[4,3-d]pyrimidin-4-yl)-3,8-diazabicyclo[3.2.1]octane-8-carboxylate ClC1=C(C=2N=C(N=C(C2C=N1)N1C[C@H]2CC[C@@H](C1)N2C(=O)OC(C)(C)C)OCC21CCCN1CC(C2)OC)F